C1(CCC1)C(=C)C1=NN(C(=C1)C(=O)O)COCC[Si](C)(C)C 3-(1-Cyclobutylvinyl)-1-{[2-(trimethylsilyl)ethoxy]Methyl}-1H-pyrazole-5-carboxylic acid